ClC=1C=C2C=CN=C(C2=CC1)N(C(C1=CC=C(C=C1)C=1N=NN(C1)C)=O)[C@H]1CNCCC1 (R)-N-(6-chloroisoquinolin-1-yl)-4-(1-methyl-1H-1,2,3-triazol-4-yl)-N-(piperidin-3-yl)benzamide